tert-butyl N-[3-ethylsulfonyl-2-[5-oxo-3-(trifluoromethyl)-7H-pyrrolo[3,4-b]pyridin-6-yl]imidazo[1,2-a]pyridin-6-yl]carbamate C(C)S(=O)(=O)C1=C(N=C2N1C=C(C=C2)NC(OC(C)(C)C)=O)N2CC1=NC=C(C=C1C2=O)C(F)(F)F